(R)-5-(4-chloro-2-fluorophenyl)-2,3-dimethyl-7-(3-(pyridin-3-yl)pyrrolidin-1-yl)pyrido[4,3-d]pyrimidin-4(3H)-one ClC1=CC(=C(C=C1)C1=NC(=CC=2N=C(N(C(C21)=O)C)C)N2C[C@H](CC2)C=2C=NC=CC2)F